C(C)OC1=C(C(=O)NC[C@@H](O)[C@H]2N(CC3=CC(=CC=C3C2)OCC2=CN=CO2)C(=O)OC(C)(C)C)C=CC(=C1)C(=O)N1C2COCC1CC2 tert-butyl (3S)-3-[(1R)-2-[[2-ethoxy-4-(3-oxa-8-azabicyclo[3.2.1]octane-8-carbonyl)-benzoyl]amino]-1-hydroxy-ethyl]-7-(oxazol-5-ylmethoxy)-3,4-dihydro-1H-isoquinoline-2-carboxylate